F[P-](F)(F)(F)(F)F.CN(C)C(N(C)C)=[N+]1N=[N+](C2=NC=CC=C21)[O-] bis(dimethylamino)methylene-1H-[1,2,3]triazolo[4,5-b]pyridin-1-ium 3-oxide hexafluorophosphate